1-{[(3,4-dibromo-2-thienyl)carbonyl]amino}cyclopropanecarboxylic acid BrC1=C(SC=C1Br)C(=O)NC1(CC1)C(=O)O